2-(dimethylamino)-4-[2-methyl-4-(trifluoromethyl)phenyl]-5H-naphtho[1,2-d]imidazol-5-one CN(C1=NC=2C(=N1)C1=CC=CC=C1C(C2C2=C(C=C(C=C2)C(F)(F)F)C)=O)C